N-((R)-(2-((S)-(((R)-tert-Butylsulfinyl)amino)(4,4-difluorocyclohexyl)methyl)-1H-benzo[d]imidazol-6-yl)(cyclopropyl)methyl)-2-(3,3-difluorocyclobutyl)acetamide C(C)(C)(C)[S@@](=O)N[C@H](C1=NC2=C(N1)C=C(C=C2)[C@H](NC(CC2CC(C2)(F)F)=O)C2CC2)C2CCC(CC2)(F)F